C(C)(=O)[O-].C(C)(=O)[O-].C(C)(=O)[O-].C(C)(=O)[O-].[Co+2].[Co+2] dicobalt tetraacetate